(1S,3R,4S)-N-[(1S)-1-cyano-2-[(3R)-2-oxo-3-piperidyl]ethyl]-5,5-difluoro-2-(4,6,7-trifluoro-1H-indole-2-carbonyl)-2-azabicyclo[2.2.2]octane-3-carboxamide C(#N)[C@H](C[C@@H]1C(NCCC1)=O)NC(=O)[C@@H]1N([C@@H]2CC([C@H]1CC2)(F)F)C(=O)C=2NC1=C(C(=CC(=C1C2)F)F)F